N[C@H](C)C=1C=C(C=C2C(C=C(OC12)C1=CC=CC=C1)=O)C 8-[(1R)-1-Aminoethyl]-6-methyl-2-phenyl-chromen-4-one